[5-[5-[2-(cyclopropanecarbonylamino)-1,3-benzothiazol-7-yl]-2-(tetrahydrofuran-2-ylmethoxy)phenyl]-2-furyl]phosphonic acid C1(CC1)C(=O)NC=1SC2=C(N1)C=CC=C2C=2C=CC(=C(C2)C2=CC=C(O2)P(O)(O)=O)OCC2OCCC2